5-[2-[2-[Tert-butyl(dimethyl)silyl]oxyethoxy]-5-fluoro-phenyl]-2,4-difluoro-aniline [Si](C)(C)(C(C)(C)C)OCCOC1=C(C=C(C=C1)F)C=1C(=CC(=C(N)C1)F)F